(1S,3S)-N-(7-chloro-6-(1-((3S,4S)-4-hydroxy-3-methyltetrahydrofuran-3-yl)piperidin-4-yl)isoquinolin-3-yl)-2,2-dimethyl-3-(pyridin-2-yl)cyclopropane-1-carboxamide ClC1=C(C=C2C=C(N=CC2=C1)NC(=O)[C@@H]1C([C@H]1C1=NC=CC=C1)(C)C)C1CCN(CC1)[C@]1(COC[C@H]1O)C